BrC1=CC=CN2C(=CC=C12)C(=O)C1=CC(=C(C(=C1)F)NCC1=CC=C(C=C1)OC)F (8-bromoindolizin-3-yl)(3,5-difluoro-4-((4-methoxybenzyl)amino)phenyl)methanone